4-hydroxy-4-(pyrimidin-5-ylethynyl)piperidine-1-carboxylic acid tert-butyl ester C(C)(C)(C)OC(=O)N1CCC(CC1)(C#CC=1C=NC=NC1)O